((1-benzyl-3-(3-(4-fluorophenyl)-2-oxopropyl)pyrrolidine-3-yl)methyl)carbamic acid tert-butyl ester C(C)(C)(C)OC(NCC1(CN(CC1)CC1=CC=CC=C1)CC(CC1=CC=C(C=C1)F)=O)=O